16-chloro-22,24-difluoro-17-hydroxy-8-oxa-19lambda6-thia-12,20-diazatetracyclo[19.3.1.114,18.02,7]hexacosa-1(25),2,4,6,14,16,18(26),21,23-nonaene-13,19,19-trione ClC=1C=C2C(NCCCOC3=CC=CC=C3C=3C(=CC(=C(NS(C(C1O)=C2)(=O)=O)C3)F)F)=O